2-Hydroxymethylanthraquinone OCC1=CC=2C(C3=CC=CC=C3C(C2C=C1)=O)=O